C(C1=CC=CC=C1)OC(=O)C=1C=[N+](C=CC1)[C@@H]1O[C@@H]([C@H]([C@H]1O)O)CO 3-((benzyloxy)carbonyl)-1-((2R,3R,4S,5R)-3,4-dihydroxy-5-(hydroxymethyl)tetrahydrofuran-2-yl)pyridin-1-ium